C1(CC1)CNC1=CN=C2N1N=CC=C2C(=O)NC=2C=NC=CC2N2CC(OCC2)C 3-((cyclopropylmethyl)amino)-N-(4-(2-methylmorpholino)pyridin-3-yl)imidazo[1,2-b]pyridazine-8-carboxamide